2-(7-(Benzyloxy)-3,4-dihydronaphthalen-1(2H)-ylidene)malononitrile C(C1=CC=CC=C1)OC1=CC=C2CCCC(C2=C1)=C(C#N)C#N